S1C=2N(C(=C1)COC=1C=CC3=C(N=C(O3)C=3C=NC=CC3)C1)CCN2 5-{5H,6H-imidazo[2,1-b][1,3]thiazol-3-ylmethoxy}-2-(pyridin-3-yl)-1,3-benzoxazole